ClC(C(=O)C1=CC=CC=C1)[N+](=O)[O-] chloro-2-nitroacetophenone